((3S,4R)-4-(3,4-difluorophenyl)-1-(2-methoxyethyl)pyrrolidin-3-yl)-3-(3-(hydroxymethyl)-4-methyl-1-phenyl-1H-pyrazol-5-yl)urea FC=1C=C(C=CC1F)[C@H]1[C@@H](CN(C1)CCOC)NC(=O)NC1=C(C(=NN1C1=CC=CC=C1)CO)C